ClC1=NC=C(C(=C1)C1=C(C=NC(=C1)C)C(=O)NC=1SC(=NN1)OC[C@@H]1COC(C1)(C)C)OC (S)-2'-chloro-N-(5-((5,5-dimethyltetrahydrofuran-3-yl)methoxy)-1,3,4-thiadiazol-2-yl)-5'-methoxy-6-methyl-(4,4'-bipyridyl)-3-carboxamide